COC=1C=C2C(=NN(C2=CC1)COCC[Si](C)(C)C)CCN(CCC)CCC N-(2-(5-methoxy-1-((2-(trimethylsilyl)ethoxy)methyl)-1H-indazol-3-yl)ethyl)-N-propylpropan-1-amine